FC=1C=C(CN2C3(CN(C3)C(=O)N)C(N(CC2=O)C2CCC(CC2)CC)=O)C=CC1F 5-(3,4-difluorobenzyl)-8-(4-ethylcyclohexyl)-6,9-dioxo-2,5,8-triazaspiro[3.5]nonane-2-carboxamide